Cl\C(\C1=CC=C(C(=O)OC)C=C1)=N/O methyl (Z)-4-(chloro(hydroxyimino)methyl)benzoate